(2-bromo-5-chlorophenyl)-1,3,4-oxadiazol-2(3H)-one BrC1=C(C=C(C=C1)Cl)N1C(OC=N1)=O